O=C\1NC2=CC=CC=C2/C1=C\1/NC2=CC=CC=C2/C1=N\OCC(=O)N1C[C@@H]2C([C@@H]2C1)NC(OC(C)(C)C)=O tert-butyl ((1R,5S,6s)-3-(2-(((E)-((Z)-2'-oxo-[2,3'-biindolinylidene]-3-ylidene)amino)oxy)acetyl)-3-azabicyclo[3.1.0]hexan-6-yl)carbamate